2-(1-methyl-1H-pyrazol-5-yl)-1-(4-morpholino-6-(3-phenyl-1H-pyrazol-1-yl)pyrimidin-2-yl)ethan-1-ol CN1N=CC=C1CC(O)C1=NC(=CC(=N1)N1CCOCC1)N1N=C(C=C1)C1=CC=CC=C1